ClC=1C(=C(C(=C(C1)C(C)O)OC)C=1C=CC=NC1)C 5-[3-Chloro-5-(1-hydroxyethyl)-6-methoxy-2-methylphenyl]pyridine